BrC1=CC=C2C(=NC(N(C2=C1)C1=CC(=CC=C1)SC)=O)NC1CC1 7-bromo-4-(cyclopropylamino)-1-(3-methylsulfanylphenyl)quinazolin-2(1H)-one